2-hydroxy-5,5-dimethyl-silafluorene OC1=[SiH]C2=CC3=CC=CC(C3=C2C=C1)(C)C